CN1C=C(C2=CC=CC=C12)C1=NC(=NC=C1OC)Cl 1-methyl-3-(5-methoxy-2-chloro-4-pyrimidyl)indole